NC1=NN=NN1CCCCN1N=NN=C1N 1,4-Bis(5-aminotetrazol-1-yl)butan